COC=1C=2N(C=C(C1)C1=CC3=C(N(C(N3)=O)[C@H]3CN(CCC3)CC3CCOCC3)C=C1C(F)(F)F)N=CN2 (R)-5-(8-Methoxy-[1,2,4]triazolo[1,5-a]pyridin-6-yl)-1-(1-((tetrahydro-2H-pyran-4-yl)methyl)piperidin-3-yl)-6-(trifluoromethyl)-1,3-dihydro-2H-benzo[d]imidazol-2-on